C(C)(C)(C)OC(=O)N1CC(CC1)CNC1=C(N=NC(=C1)Cl)C(=O)OC methyl 4-((1-(tert-butoxycarbonyl) pyrrolidin-3-yl) methyl amino)-6-chloropyridazine-3-carboxylate